FC(C(C(F)(F)F)(F)F)(F)S perfluoropropylmercaptan